rac-7-bromo-5-(methoxymethyl)-2-((1S*,2S*)-2-(4-methylpyrimidin-2-yl)cyclopropyl)quinoline BrC1=CC(=C2C=CC(=NC2=C1)[C@@H]1[C@H](C1)C1=NC=CC(=N1)C)COC |r|